N-{(2S,3R)-1-butanoyl-2-[(2,3'-difluoro-[1,1'-biphenyl]-3-yl)methyl]-4,4-difluoropyrrolidin-3-yl}ethanesulfonamide C(CCC)(=O)N1[C@H]([C@H](C(C1)(F)F)NS(=O)(=O)CC)CC=1C(=C(C=CC1)C1=CC(=CC=C1)F)F